BrC=1N(C(=C(N1)C(=O)NS(=O)(=O)C1=C(C=CC(=C1)OC)Cl)Br)[C@H]1[C@@H](C1)C(F)(F)F |o1:22,23| rel-2,5-dibromo-N-[(2-chloro-5-methoxyphenyl)sulfonyl]-1-[(1R,2R)-2-(trifluoromethyl)cyclopropyl]-1H-imidazole-4-carboxamide